N-(6-chloropyridin-3-yl)-6-(pyridin-3-yloxy)isoquinolin-1-amine ClC1=CC=C(C=N1)NC1=NC=CC2=CC(=CC=C12)OC=1C=NC=CC1